1-Octyl-2-propylpiperidinium triflat [O-]S(=O)(=O)C(F)(F)F.C(CCCCCCC)[NH+]1C(CCCC1)CCC